1-(1-methoxyprop-2-yl)-5-(trifluoromethyl)-1H-pyrazole-4-carboxylic acid COCC(C)N1N=CC(=C1C(F)(F)F)C(=O)O